C(C)(=O)C=1C=C(C=C2C(=C(C(=NC12)C1CCOCC1)C)C#N)C 8-acetyl-3,6-dimethyl-2-tetrahydropyran-4-yl-quinoline-4-carbonitrile